CC=1C(=C(C(=C(C1C)C)C)C(C)=O)C(C)=O 1,1'-(3,4,5,6-tetramethyl-1,2-phenylene)bis(ethan-1-one)